N-(3-(((t-butyldimethylsilyl)oxy)methyl)-1-methyl-1H-pyrazol-5-yl)-N-(4-bromopyridin-2-yl)-amine [Si](C)(C)(C(C)(C)C)OCC1=NN(C(=C1)NC1=NC=CC(=C1)Br)C